C(C)(C)(C)OC(=O)N1CC(C1)N1N=C(N=C1)C=O 3-(3-formyl-1H-1,2,4-triazol-1-yl)azetidine-1-carboxylic acid tert-butyl ester